NCCN1C(N(CC1)CCNCC#N)=O 2-((2-(3-(2-aminoethyl)-2-oxoimidazolidin-1-yl)ethyl)amino)acetonitrile